CCN(CC)C(=S)C1=CC=CC=C1 N,N-diethylthiobenzamide